4-((4-(tert-butylcarbamoyl)-3-fluorophenyl)amino)-1-(2,6-dichlorophenyl)-1H-pyrazole-3-carboxamide C(C)(C)(C)NC(=O)C1=C(C=C(C=C1)NC=1C(=NN(C1)C1=C(C=CC=C1Cl)Cl)C(=O)N)F